CN1N=CC(=C1)C=O 2-methyl-pyrazole-4-carbaldehyde